N-(2-allyloxyethyl)-N,2-dimethyl-but-3-yn-2-amine C(C=C)OCCN(C(C)(C#C)C)C